8-bromo-1,6-dimethyl-9H-pyrido[3,4-b]indole BrC=1C=C(C=C2C3=C(NC12)C(=NC=C3)C)C